N[C@H]1CC[C@@H](N(C1)C(=O)OC(C)(C)C)C=1OC(=NN1)OCCC(F)(F)F tert-butyl (2R,5S)-5-amino-2-[5-(3,3,3-trifluoropropoxy)-1,3,4-oxadiazol-2-yl]piperidine-1-carboxylate